C1(=CC=C(C=C1)N(C1=CC=C(C=C1)C=1C=CC=2C3=CC=CC=C3C3=CC=CC1C23)C2=CC=CC=3C(C1=CC=CC=C1C23)(C)C)C2=CC=CC=C2 Biphenyl-4-yl-(9,9-dimethyl-9H-fluoren-4-yl)-(4-fluoranthen-3-yl-phenyl)-amin